BrC1=CN=C(S1)N(C(OC(C)(C)C)=O)C tertbutyl 5-bromothiazol-2-yl(methyl)carbamate